BrC1=CC=C(C(=N1)CN(C)CC1=CC(=C(C(=C1)[N+](=O)[O-])OC)C1=NN(C=N1)C)F 1-(6-Bromo-3-fluoropyridin-2-yl)-N-(4-methoxy-3-(1-methyl-1H-1,2,4-triazol-3-yl)-5-nitrobenzyl)-N-methylmethanamine